FC1(CCN(CCC1)C=1N=NC(=C(C1C(=O)NC=1C=C(C=CC1)[S@](=O)(C)=NC(OC(C)(C)C)=O)C)C=1C=NN(C1)C)F tert-butyl (R)-((3-(3-(4,4-difluoroazepan-1-yl)-5-methyl-6-(1-methyl-1H-pyrazol-4-yl)pyridazine-4-carboxamido)phenyl)(methyl)(oxo)-λ6-sulfaneylidene)carbamate